The molecule is a quinoline alkaloid that is 1,2,3,4-tetrahydroquinoline-6-carboxamide substituted by a chloro group at position 3 and a 3,4-dimethylpent-3-en-1-yl and a methoxymethyl group at position 2 (the 2R,3R stereoisomer). Isolated from the culture broth of Streptomyces nitrosporeus 30643, it exhibits inhibitory potential against lipid peroxidation and anti-HSV activity. It has a role as a metabolite, a radical scavenger and an anti-HSV agent. It is a quinoline alkaloid, an organochlorine compound, an ether and a member of benzamides. CC(=C(C)CC[C@]1([C@@H](CC2=C(N1)C=CC(=C2)C(=O)N)Cl)COC)C